4-[4-fluoro-3-(trifluoromethyl)phenyl]-1,2,4-oxadiazol-5(4H)-one FC1=C(C=C(C=C1)N1C=NOC1=O)C(F)(F)F